3-(Difluoromethyl)-N-(7-fluoro-1,1,3-trimethyl-2,3-dihydro-1H-indene-4-yl)-1-methyl-1H-pyrazole-4-carboxamide FC(C1=NN(C=C1C(=O)NC1=C2C(CC(C2=C(C=C1)F)(C)C)C)C)F